4-(7-methyl-4,7-diazaspiro[2.5]octan-4-yl)aniline CN1CCN(C2(CC2)C1)C1=CC=C(N)C=C1